2-Hydroxyethyl (3-(4-((2-ethyl-1H-imidazol-1-yl)methyl)-3-fluorophenyl)-5-isobutyl-thiophen-2-yl)sulfonylcarbamate C(C)C=1N(C=CN1)CC1=C(C=C(C=C1)C1=C(SC(=C1)CC(C)C)S(=O)(=O)NC(OCCO)=O)F